4-chloro-2-methoxy-5-(1-methylcyclopropyl)aniline tert-butyl-(R)-4-(7-bromo-6-chloro-3-cyano-8-fluoroquinolin-4-yl)-2-methylpiperazine-1-carboxylate C(C)(C)(C)OC(=O)N1[C@@H](CN(CC1)C1=C(C=NC2=C(C(=C(C=C12)Cl)Br)F)C#N)C.ClC1=CC(=C(N)C=C1C1(CC1)C)OC